C1=CC(=C(C=C1S(=O)(=O)C2=CC(=C(C=C2)F)[N+](=O)[O-])[N+](=O)[O-])F 4,4'-difluoro-3,3'-dinitrodiphenylsulfone